N-((5-chloro-6-((isoxazol-3-yloxy)methyl)-1H-indol-2-yl)methyl)-1-methylcyclopropane-1-carboxamide ClC=1C=C2C=C(NC2=CC1COC1=NOC=C1)CNC(=O)C1(CC1)C